N1(CC=CC1)C=1C=C(C=NC1)C=1N=NN(C1)CC=1N=C2N(C=C(C=C2)CN2CCC(CC2)(C)C)C1 2-((4-(5-(2,5-dihydro-1H-pyrrol-1-yl)pyridin-3-yl)-1H-1,2,3-Triazol-1-yl)methyl)-6-((4,4-dimethylpiperidin-1-yl)methyl)imidazo[1,2-a]pyridine